6'-fluoro-N-(4-fluoro-3-((2-hydroxyethyl)carbamoyl)benzyl)-4'-oxo-3',4'-dihydro-1'H-spiro[piperidine-4,2'-quinoline]-1-carboxamide FC=1C=C2C(CC3(NC2=CC1)CCN(CC3)C(=O)NCC3=CC(=C(C=C3)F)C(NCCO)=O)=O